4-Nitrobenzylamin [N+](=O)([O-])C1=CC=C(CN)C=C1